3-(6-bromo-2-pyridyl)-N-methyl-imidazo[1,2-a]pyridine-7-carboxamide BrC1=CC=CC(=N1)C1=CN=C2N1C=CC(=C2)C(=O)NC